O[C@@H](C(=O)O)C(CO)(C)C (R)-2-hydroxy-3,3-dimethyl-4-hydroxybutyric acid